[In].[As].NC=1C2=C(N=CN1)N(C(=C2C2=CC(=C(C=C2)OC2=NC=CC(=N2)C)F)C2=C(C=C(C=C2)NC(C(=C)C)=O)COC)C N-(4-(4-amino-5-(3-fluoro-4-((4-methylpyrimidin-2-yl)oxy)phenyl)-7-methyl-7H-pyrrolo[2,3-d]pyrimidin-6-yl)-3-(methoxymethyl)phenyl)methacrylamide arsenic indium